NC1=C(C=2C(=NC(=C(N2)C)C)N1C1=C(C(=CC=C1C)O)C)C(=O)N1CC=2N(CC1)N=C(N2)C(F)(F)F (6-amino-5-(3-hydroxy-2,6-dimethylphenyl)-2,3-dimethyl-5H-pyrrolo[2,3-b]pyrazin-7-yl)(2-(trifluoromethyl)-5,6-dihydro-[1,2,4]triazolo[1,5-a]pyrazin-7(8H)-yl)methanone